(S)-3-(2,6-dichloro-4-(2-(4-(3-chloropropoxy)phenyl)propan-2-yl)phenoxy)propane-1,2-diol ClC1=C(OC[C@H](CO)O)C(=CC(=C1)C(C)(C)C1=CC=C(C=C1)OCCCCl)Cl